2-({1-[tert-butyl (hydroxy) phenylsilyl] phenyl} methyl)-5-cyano-4-hydroxyoxolan-3-yl (2S)-2-{[(tert-butoxy) carbonyl] amino}-3-methylbutanoate C(C)(C)(C)OC(=O)N[C@H](C(=O)OC1C(OC(C1O)C#N)CC1(CC=CC=C1)[Si](C1=CC=CC=C1)(O)C(C)(C)C)C(C)C